bis(1,4-cyclohexanedimethanol) terephthalate C(C1=CC=C(C(=O)O)C=C1)(=O)O.C1(CCC(CC1)CO)CO.C1(CCC(CC1)CO)CO